CC1(C(NC=2C1=NC(=CC2)CC2=C(C(=C(OCC(=O)O)C=C2C)C)C)=O)C 4-([3,3-dimethyl-2-oxo-1H-pyrrolo[3,2-b]pyridin-5-yl]methyl)-2,3,5-trimethylphenoxyacetic acid